tert-butyl (6R)-6-(4-(4'-((tert-butyldimethylsilyl)oxy)-2',3',4',5'-tetrahydro-[1,1'-biphenyl]-2-yl)piperidin-1-yl)-2-azaspiro[3.4]octane-2-carboxylate [Si](C)(C)(C(C)(C)C)OC1CCC(=CC1)C1=C(C=CC=C1)C1CCN(CC1)[C@H]1CC2(CN(C2)C(=O)OC(C)(C)C)CC1